[C@H](C)(CC)OC=1C(=CC=2C(N1)=NN(C2)C21COC(C2)(C1)CF)C(=O)NC=1C(N(C=CC1)C1CC1)=O (S)-6-(sec-butoxy)-N-(1-cyclopropyl-2-oxo-1,2-dihydropyridin-3-yl)-2-(1-(fluoromethyl)-2-oxabicyclo[2.1.1]hexan-4-yl)-2H-pyrazolo[3,4-b]pyridine-5-carboxamide